(R)-3-(4-(methoxycarbonyl)phenoxy)pyrrolidine-1-carboxylic acid tert-butyl ester C(C)(C)(C)OC(=O)N1C[C@@H](CC1)OC1=CC=C(C=C1)C(=O)OC